11-(2-chlorophenyl)-4-(1-piperazin-1-ylpyrazol-4-yl)-5,7,11,13-tetrazatricyclo[7.4.0.02,6]trideca-1(9),2(6),3,7,12-pentaen-10-one ClC1=C(C=CC=C1)N1C(C=2C=NC=3NC(=CC3C2N=C1)C=1C=NN(C1)N1CCNCC1)=O